BrC=1C=C2C=C(C(NC2=NC1)=O)C(=O)NC1CCC(CC1)C 6-bromo-N-(4-methylcyclohexyl)-2-oxo-1H-1,8-naphthyridine-3-carboxamide